4-(4-(3-(4-methoxyphenyl)-1,2,4-oxadiazol-5-yl)piperidine-1-carbonyl)pyrrolidin-2-one COC1=CC=C(C=C1)C1=NOC(=N1)C1CCN(CC1)C(=O)C1CC(NC1)=O